t-butyl 5'-carbamoyl-3-oxo-2,3-dihydro-1H-spiro[isoquinoline-4,3'-pyrrolidine]-1'-carboxylate C(N)(=O)C1CC2(CN1C(=O)OC(C)(C)C)C(NCC1=CC=CC=C12)=O